2-(Boc-amino)-ethylbromid C(=O)(OC(C)(C)C)NCCBr